FC1=C(COC2CN(C2)C(=O)N2C[C@@H]3[C@@H](OCC(N3)=O)CC2)C=CC(=C1)C(F)(F)F (-)-(4aR,8aS)-6-(3-((2-Fluoro-4-(trifluoromethyl)benzyl)oxy)azetidine-1-carbonyl)hexahydro-2H-pyrido[4,3-b][1,4]oxazin-3(4H)-one